C(C1=CC=CC=C1)N(C(=O)NC1=CC(=CC=C1)C(F)(F)F)C1CCN(CC1)C(CCC)=O 1-benzyl-1-(1-butyrylpiperidin-4-yl)-3-(3-(trifluoromethyl)phenyl)urea